CC1=CN=C(S1)NC1=NC(=CC(=C1)CN1CCNCC1)C1=CC(=CC=C1)[N+](=O)[O-] 5-methyl-N-(6-(3-nitrophenyl)-4-(piperazin-1-ylmethyl)pyridin-2-yl)thiazol-2-amine